imidazo[2,1-b][1,3]thiazol-6-yl acetate hydrochloride hydrate O.Cl.C(C)(=O)OC=1N=C2SC=CN2C1